tris-aminoguanidine NN=C(N(N)N)N